1,3-dimesityl-4,5-bis(2-(perfluorophenyl)ethyl)-4,5-dihydro-1H-imidazol-3-ium, TRIFLATE SALT [O-]S(=O)(=O)C(F)(F)F.C1(=C(C(=CC(=C1)C)C)N1C=[N+](C(C1CCC1=C(C(=C(C(=C1F)F)F)F)F)CCC1=C(C(=C(C(=C1F)F)F)F)F)C1=C(C=C(C=C1C)C)C)C